C1(CC1)C1=NNC(=N1)C1CC2(CN(C2)C(=O)N2CC3(C2)CC(C3)CC=3C=CC=2N(C3)C=C(N2)C(F)(F)F)C1 [6-(3-cyclopropyl-1H-1,2,4-triazol-5-yl)-2-azaspiro[3.3]heptan-2-yl]-[6-[[2-(trifluoromethyl)imidazo[1,2-a]pyridin-6-yl]methyl]-2-azaspiro[3.3]heptan-2-yl]methanone